FC=1C=C(C=C(C1[C@H]1[C@@H](N(CC=2C3=C(C=CC12)N(N=C3)C3OCCCC3)C)CC(C)C)F)NC3CN(C3)CCC(F)(F)F N-(3,5-difluoro-4-((6S,7S)-7-isobutyl-8-methyl-3-(tetrahydro-2H-pyran-2-yl)-6,7,8,9-tetrahydro-3H-pyrazolo[3,4-h]isoquinolin-6-yl)phenyl)-1-(3,3,3-trifluoropropyl)azetidin-3-amine